O[C@]1(CC[C@@]2([C@H]3CC[C@@]4([C@H](CC[C@H]4[C@@H]3[C@@H](C[C@@H]2C1)O)[C@@H](CCCC(=O)O)C)C)C)C1=CC=C(C=C1)C1=CC=CC=C1 (5R)-5-[(3S,5R,7R,8R,9S,10S,13R,14S,17R)-3,7-dihydroxy-10,13-dimethyl-3-(4-phenylphenyl)-1,2,4,5,6,7,8,9,11,12,14,15,16,17-tetradecahydrocyclopenta[a]phenanthren-17-yl]hexanoic acid